[Cu].[Bi].[Al] aluminum-bismuth-copper